COC([C@H](CCS)NC(=O)OC(C)(C)C)=O.OC1(CCC1)CCSCC[C@@H](C(=O)OC)NC(=O)OC(C)(C)C Methyl (2S)-4-{[2-(1-hydroxycyclobutyl)ethyl]thio}-2-({[(2-methyl-2-propanyl)oxy]carbonyl}amino)butanoate methyl-(2S)-4-mercapto-2-({[(2-methyl-2-propanyl)oxy]carbonyl}amino)butanoate